8-fluoro-6-(5-fluoro-2-{[5-(1-methylpiperidin-4-yl)pyridin-2-yl]amino}pyrimidin-4-yl)-4-isopropyl-2H-1,4-benzoxazin-3-one FC1=CC(=CC=2N(C(COC21)=O)C(C)C)C2=NC(=NC=C2F)NC2=NC=C(C=C2)C2CCN(CC2)C